N-3-BUTEN-1-YLSULFAMIDE C(CC=C)NS(=O)(=O)N